C1(=CC(=CC=C1)NC=1C=C(C#N)C=CC1)C 3-(m-tolylamino)benzonitrile